2-(4-(1-propenoyl-1,2,5,6-tetrahydropyridin-3-yl)-1H-pyrazol-1-yl)-N-(4-(6-trifluoromethyl-1H-indol-3-yl)-5-(trifluoromethyl)pyrimidin-2-yl)propanamide C(C=C)(=O)N1CC(=CCC1)C=1C=NN(C1)C(C(=O)NC1=NC=C(C(=N1)C1=CNC2=CC(=CC=C12)C(F)(F)F)C(F)(F)F)C